C1(CC1)C(=O)NC1=NC=C(C(=O)OC)C(=C1)NC1=C(C(=CC=C1)C1=NN(C=N1)C)OC methyl 6-(cyclopropanecarboxamido)-4-((2-methoxy-3-(1-methyl-1H-1,2,4-triazol-3-yl)phenyl)amino)nicotinate